gold(I) thioglucose S=C[C@H](O)[C@@H](O)[C@H](O)[C@H](O)CO.[Au+]